(2R)-1-[(Z)-[4-amino-8-(trans-4-aminocyclohexyloxy)-5,5-dimethyl-benzo[h]quinazolin-6-ylidene]amino]oxypropan-2-ol NC1=NC=NC=2C3=C(\C(\C(C12)(C)C)=N/OC[C@@H](C)O)C=C(C=C3)O[C@@H]3CC[C@H](CC3)N